2,3-dimethyl-6-[(2S)-2-(1-methyl-1H-pyrazol-4-yl)morpholin-4-yl]-8-[6-(trifluoromethyl)pyridin-3-yl]-3H,4H-pyrimido[5,4-d][1,3]diazin-4-one CC=1N(C(C2=C(N1)C(=NC(=N2)N2C[C@@H](OCC2)C=2C=NN(C2)C)C=2C=NC(=CC2)C(F)(F)F)=O)C